2-(1H-pyrrolo[2,3-b]pyridin-5-yl)-1H-benzo[d]imidazole N1C=CC=2C1=NC=C(C2)C2=NC1=C(N2)C=CC=C1